3-methyl-1H-indazol-5-amine CC1=NNC2=CC=C(C=C12)N